N8-(cyclopropylmethyl)-6-(2,6-dichloro-3,5-dimethoxyphenyl)pyrido[3,4-d]pyrimidine-2,8-diamine C1(CC1)CNC1=NC(=CC2=C1N=C(N=C2)N)C2=C(C(=CC(=C2Cl)OC)OC)Cl